CC1(OB(OC1(C)C)C=1C(=NC=CC1)C(=O)OC(C)(C)C)C tert-butyl 3-(4,4,5,5-tetramethyl-1,3,2-dioxaborolan-2-yl)pyridine-2-carboxylate